(R)-N1-(5-chloropyridin-2-yl)-N2-(5-(1-(3-cyanophenyl)-3-cyclopropyl-1-((R)-1,1-dimethylethylsulfinamido)propyl)-2-fluorophenyl)pyrrolidine-1,2-dicarboxamide ClC=1C=CC(=NC1)NC(=O)N1[C@H](CCC1)C(=O)NC1=C(C=CC(=C1)C(CCC1CC1)(N[S@](=O)C(C)(C)C)C1=CC(=CC=C1)C#N)F